3-chloro-8,8a-dihydroxy-N,N-dimethyl-6-phenyl-5a-(4-(trifluoromethyl)phenyl)-5a,7,8,8a-tetrahydro-6H-cyclopenta[4,5]furo[3,2-b]pyridine-7-carboxamide ClC=1C=C2C(=NC1)C1(C(O2)(C(C(C1O)C(=O)N(C)C)C1=CC=CC=C1)C1=CC=C(C=C1)C(F)(F)F)O